3-[[4-Chloro-6-(2,6-dimethylphenyl)-5-methoxy-pyrimidin-2-yl]sulfamoyl]benzoic acid ClC1=NC(=NC(=C1OC)C1=C(C=CC=C1C)C)NS(=O)(=O)C=1C=C(C(=O)O)C=CC1